(4-fluoro-2,5-dimethoxyphenyl)methanol FC1=CC(=C(C=C1OC)CO)OC